(3-amino-5-ethyl-4,5,6,7-tetrahydro-pyrazolo[4,3-c]pyridin-2-yl)(1,2,3,4-tetrahydro-quinolin-4-yl)methanone NC=1N(N=C2C1CN(CC2)CC)C(=O)C2CCNC1=CC=CC=C21